FC1=C([O-])C(=C(C=C1F)F)F 2,3,5,6-tetrafluorophenoxide